trans-N-(3-(2-Cyclopropylthiazol-5-yl)phenyl)-N-((trans-4-(4-methoxy-3-methylphenyl)cyclohexyl)methyl)-4-(2-methoxyacetamido)cyclohexanecarboxamide C1(CC1)C=1SC(=CN1)C=1C=C(C=CC1)N(C(=O)[C@@H]1CC[C@H](CC1)NC(COC)=O)C[C@@H]1CC[C@H](CC1)C1=CC(=C(C=C1)OC)C